1-(4-Fluoro-2-methoxyphenyl)propan-1-ol FC1=CC(=C(C=C1)C(CC)O)OC